COC=1C=C(C=CC1OC)C1=CC=2C(=NC=CN2)N1C(=O)O.ClC1=NC=C(C(=O)NOCC)C(=C1)NC1=C(C=C(C=C1)C)N(S(=O)(=O)C)C 6-chloro-N-ethoxy-4-((4-methyl-2-(N-methylmethanesulfonamido)phenyl)amino)nicotinamide 6-(3,4-dimethoxyphenyl)-5H-pyrrolo[2,3-b]pyrazine-5-carboxylate